8-Chloro-benzimidazolo[2,1-b][1,3]benzothiazin-12-on ClC1=CC2=C(C=C1)N1C(SC3=C(C1=O)C=CC=C3)=N2